C1(CCC1)N1CCC(CC1)N1N=C2C(=CC(=CC2=C1)C=1C=C(C=2N(N1)C=C(N2)C)C)F 6-[2-(1-cyclobutyl-4-piperidinyl)-7-fluoro-indazol-5-yl]-2,8-dimethyl-imidazo[1,2-b]pyridazine